BrC1=NN(C2=CC(=CC=C12)[N+](=O)[O-])C 3-bromo-1-methyl-6-nitro-indazol